(3R,6S)-6-{5-[2-(trifluoromethyl)pyridin-4-yl]-1,3,4-oxadiazol-2-yl}oxan-3-amine hydrochloride Cl.FC(C1=NC=CC(=C1)C1=NN=C(O1)[C@@H]1CC[C@H](CO1)N)(F)F